[V].[Co].[Fe] iron-cobalt-vanadium